N1=CN=CC(=C1)C1=CC2=C(N=C(S2)NC2=NC=CC(=C2)CNS(=O)(=O)C)C=C1 N-((2-((6-(pyrimidin-5-yl)benzo[d]thiazol-2-yl)amino)pyridin-4-yl)methyl)methanesulfonamide